CN(C)CCC1=CC=CC=C1 (dimethylamino)-2-phenylethane